4'-chloro-2,2',3,4,5-pentafluoro-1,1'-biphenyl ClC1=CC(=C(C=C1)C1=C(C(=C(C(=C1)F)F)F)F)F